6-Chloro-N-[1-(4-methoxybenzyl)piperidin-4-yl]-2-[4-(4-methyl-1,4-diazepan-1-yl)phenyl]-3H-imidazo[4,5-b]pyridin-7-amine ClC=1C(=C2C(=NC1)NC(=N2)C2=CC=C(C=C2)N2CCN(CCC2)C)NC2CCN(CC2)CC2=CC=C(C=C2)OC